ClC=1C=C(C=CC1)NC(=O)N[C@@H](C)C1=CC=CC2=CC=CC=C12 (s)-1-(3-chlorophenyl)-3-(1-(naphthalen-1-yl)ethyl)urea